CN(C[C@@H](C)NC(=O)C1=CC2=CC=CC(=C2C=C1)C1=CC=C(C=C1)C(F)(F)F)C (R)-N-(1-(dimethylamino)propan-2-yl)-5-(4-(trifluoro-methyl)phenyl)-2-naphthamide